2-chloro-4-fluoro-3-methylbenzonitrile ClC1=C(C#N)C=CC(=C1C)F